3-[(6-Methylpyridazin-3-yl)sulfanyl]isonicotinic acid CC1=CC=C(N=N1)SC1=C(C(=O)O)C=CN=C1